[4-Cyclohexylamino-2-(methylsulfanyl)pyrimidine-5-yl]methanol C1(CCCCC1)NC1=NC(=NC=C1CO)SC